C(#N)N(CCC#N)CC1=CC(=C(C(=C1)F)N1CCN(CC1)C(C)(C)C1CCN(CC1)C(=O)OC(C)(C)C)F tert-butyl 4-[1-[4-[4-[[cyano(2-cyanoethyl)amino]methyl]-2,6-difluoro-phenyl]piperazin-1-yl]-1-methyl-ethyl]piperidine-1-carboxylate